(S)-Methyl 2-(4-((2-chloro-6-fluorophenyl)carbamoyl)-2-fluoro-5-((1,1,1-trifluoropropan-2-yl)oxy)phenyl)-5-(trifluoromethyl)thiazole-4-carboxylate ClC1=C(C(=CC=C1)F)NC(=O)C1=CC(=C(C=C1O[C@H](C(F)(F)F)C)C=1SC(=C(N1)C(=O)OC)C(F)(F)F)F